3-methoxy-4-(4,4,5,5-tetramethyl-1,3,2-dioxaborolan-2-yl)benzaldehyde COC=1C=C(C=O)C=CC1B1OC(C(O1)(C)C)(C)C